3-((3R,4S)-4-((5-(1-ethyl-1H-benzo[d][1,2,3]triazol-6-yl)-4-methoxypyrrolo[2,1-f][1,2,4]triazin-2-yl)amino)-3-fluoropiperidin-1-yl)oxetane-3-carbonitrile C(C)N1N=NC2=C1C=C(C=C2)C=2C=CN1N=C(N=C(C12)OC)N[C@@H]1[C@@H](CN(CC1)C1(COC1)C#N)F